5-amino-2-fluoro-N-(2-(pyridin-2-yl)ethyl)benzenesulfonamide NC=1C=CC(=C(C1)S(=O)(=O)NCCC1=NC=CC=C1)F